C(C)OC(CCC=1C=NC2=CC(=CC=C2C1)/C=C/C(=O)OCC)=O Ethyl (E)-3-(3-(3-ethoxy-3-oxopropyl)quinolin-7-yl)acrylate